N1=C(C(=C(C(=C1N1C2=CC=CC=C2C=2C=CC=CC12)N1C2=CC=CC=C2C=2C=CC=CC12)C1=CC=NC=C1)N1C2=CC=CC=C2C=2C=CC=CC12)N1C2=CC=CC=C2C=2C=CC=CC12 9,9',9'',9'''-([4,4'-bipyridine]-2,3,5,6-tetrayl)tetrakis(9H-carbazole)